ClC=1C=CC(=NC1)COC1=NN=C(S1)NC(C1=CN=C(C=C1C1=C(C=CC=C1)OC)C)=O N-(5-((5-chloropyridin-2-yl)methoxy)-1,3,4-thiadiazol-2-yl)-4-(2-methoxyphenyl)-6-methylnicotinamide